1-allyl-imidazolium bis(trifluoromethanesulfonyl)imide [N-](S(=O)(=O)C(F)(F)F)S(=O)(=O)C(F)(F)F.C(C=C)N1C=[NH+]C=C1